C1=CC=CC2=C1CCCCC2 (S)-6,7,8,9-tetrahydro-5H-benzocyclohepten